2-[(2S)-2-methylpiperazin-1-yl]-5-(trifluoromethyl)pyrimidine C[C@@H]1N(CCNC1)C1=NC=C(C=N1)C(F)(F)F